N-[(2S)-1-({(1S)-1-cyano-2-[(3S)-2-oxopyrrolidin-3-yl]ethyl}amino)-4-methyl-1-oxopentan-2-yl]-4-(trifluoromethyl)-1H-indole-2-carboxamide C(#N)[C@H](C[C@H]1C(NCC1)=O)NC([C@H](CC(C)C)NC(=O)C=1NC2=CC=CC(=C2C1)C(F)(F)F)=O